[4-(trifluoromethoxy)phenyl]-urea FC(OC1=CC=C(C=C1)NC(=O)N)(F)F